1-(5-((5-(methylsulfanyl)-1,3,4-thiadiazol-2-yl)carbamoyl)-1,3,4-oxadiazol-2-yl)piperidine-3-carboxylic acid tert-butyl ester C(C)(C)(C)OC(=O)C1CN(CCC1)C=1OC(=NN1)C(NC=1SC(=NN1)SC)=O